2-(((1r,3r)-3-Amino-3-methylcyclobutyl)amino)-8-(ethylamino)pyrido[3,4-d]pyrimidine NC1(CC(C1)NC=1N=CC2=C(N1)C(=NC=C2)NCC)C